5-thio-α-D-ribose O[C@@H]1[C@H](O)[C@H](O)[C@H](O1)CS